(cis)-N-[2-fluoro-5-[2-(2-hydroxyethoxy)-6-(morpholin-4-yl)pyridin-4-yl]-4-methylphenyl]-2-methyl-4-(trifluoromethyl)pyrrolidine-1-carboxamide FC1=C(C=C(C(=C1)C)C1=CC(=NC(=C1)N1CCOCC1)OCCO)NC(=O)N1[C@H](C[C@H](C1)C(F)(F)F)C